6-amino-4-(cyclopentylamino)nicotinonitrile NC1=NC=C(C#N)C(=C1)NC1CCCC1